chloro-3-(2-(3-oxomorpholino)propan-2-yl)picolinonitrile ClC1=C(C(=NC=C1)C#N)C(C)(C)N1C(COCC1)=O